1-(3,5-difluoro-2-hydroxymethylphenyl)-3-(3-chloro-5-methoxyphenyl)urea FC=1C(=C(C=C(C1)F)NC(=O)NC1=CC(=CC(=C1)OC)Cl)CO